[N+](=O)([O-])C1=CC=C(C=C1)C#CCS=C(C)[O-] S-(3-(4-nitrophenyl)prop-2-yn-1-yl)ethanethioate